ethyl 6-chloroimidazo[1,2-b]pyridazine-2-carboxylate ClC=1C=CC=2N(N1)C=C(N2)C(=O)OCC